3-([1,1'-Biphenyl]-4-yl)-3-((3-(difluoromethoxy)phenyl)amino)propanoic acid C1(=CC=C(C=C1)C(CC(=O)O)NC1=CC(=CC=C1)OC(F)F)C1=CC=CC=C1